(R)-5-(2-(1H-indol-3-yl)ethyl)-5,6,7,8-tetrahydro-[1,3]dioxolo[4,5-g]isoquinoline N1C=C(C2=CC=CC=C12)CC[C@H]1NCCC=2C=C3C(=CC12)OCO3